ClC1=CC=C(C=C1)C=1C(=CC=CC1)C(=O)N1[C@H]2CN([C@@H](C1)C2)CC=2C=C1CN(C(C1=CC2)=O)C2C(NC(CC2)=O)=O 3-(5-(((1r,4r)-5-(4'-chloro-[1,1'-biphenyl]-2-carbonyl)-2,5-diazabicyclo[2.2.1]heptane-2-yl)methyl)-1-oxoisoindolin-2-yl)piperidine-2,6-dione